(R)-N-methyl-N-(5-(3-methylmorpholino)-3-(1H-pyrazol-5-yl)pyrazolo[1,5-a]pyrimidin-7-yl)methanesulfonamide CN(S(=O)(=O)C)C1=CC(=NC=2N1N=CC2C2=CC=NN2)N2[C@@H](COCC2)C